C(C)(C)(C)[Si](OC1C[C@H]2C([C@H]2C1)NC(OCC1=CC=CC=C1)=O)(C)C Benzyl ((1R,5S,6r)-3-((tertbutyldimethylsilyl)oxy)bicyclo[3.1.0]hexan-6-yl)carbamate